C(C1=CC=CC=C1)N1CC=2C(N=C3N(C2C(C1)(F)F)CCN3CC=3OC=CC3)=O 7-Benzyl-9,9-difluoro-3-(furan-2-ylmethyl)-2,3,6,7,8,9-hexahydroimidazo[1,2-a]pyrido[3,4-e]pyrimidin-5(1H)-one